N-methyl-3-(1-methyl-1H-imidazol-4-yl)-1-phenyl-1H-indole-5-sulfonamide CNS(=O)(=O)C=1C=C2C(=CN(C2=CC1)C1=CC=CC=C1)C=1N=CN(C1)C